C(#N)[C@H](C[C@H]1C(NCCC1)=O)NC(=O)[C@H]1N([C@H]2CC([C@@H]1CC2)(F)F)C(=O)C2(C1=CC(=CC=C1C=1C=CC(=CC21)Cl)Cl)O (1R,3S,4R)-N-((S)-1-cyano-2-((S)-2-oxopiperidin-3-yl)ethyl)-2-(2,7-dichloro-9-hydroxy-9H-fluorene-9-carbonyl)-5,5-difluoro-2-azabicyclo[2.2.2]octane-3-carboxamide